NC=1C=C(C=CC1)C(CC)=O 1-(3-aminophenyl)propan-1-one